(1S,2R)-N-(4-chlorobenzyl)-N-((1R)-3-cyano-3-methylcyclopentyl)-2-tosylcyclopentane-1-carboxamide ClC1=CC=C(CN(C(=O)[C@H]2[C@@H](CCC2)S(=O)(=O)C2=CC=C(C)C=C2)[C@H]2CC(CC2)(C)C#N)C=C1